FC1=CC=C(C=C1)N(C(CCC)=O)CCN1CCC(CC1)OC1=CC=CC=C1 N-(4-fluorophenyl)-N-(2-(4-phenoxypiperidin-1-yl)ethyl)butanamide